3,7-dimethyltetradecane CC(CC)CCCC(CCCCCCC)C